(1S,4S)-2-(4-methoxyphenyl)-2-azabicyclo[2.2.2]oct-5-en-5-yl trifluoromethanesulfonate FC(S(=O)(=O)OC=1[C@@H]2CN([C@H](C1)CC2)C2=CC=C(C=C2)OC)(F)F